N1(N=CN=C1)C(=O)N1CC(CCC1)C1CCNC=2N1N=C(C2C(=O)N)C2=CC=C(C=C2)OC2=CC=CC=C2 7-(1-(1H-1,2,4-triazole-1-carbonyl)piperidin-3-yl)-2-(4-phenoxy-phenyl)-4,5,6,7-tetrahydro-pyrazolo[1,5-a]pyrimidine-3-carboxamide